C(C#CCCCCCC)(=O)OC Methyl 2-nonynoate